(R)-6-(1-(2-hydroxypropyl)-1H-pyrazol-4-yl)-N-(2-methyl-6-(piperidin-1-yl)-2H-indazol-5-yl)pyridinecarboxamide O[C@@H](CN1N=CC(=C1)C1=CC=CC(=N1)C(=O)NC1=CC2=CN(N=C2C=C1N1CCCCC1)C)C